ClC=1C=C(C=CC1)[C@H]1N(C(C[C@@H]1NC(C(C)(F)F)=O)=O)C=1C=C2C=NN(C2=CC1)C1=CC=C(C=C1)F N-[(2R,3S)-2-(3-chlorophenyl)-1-[1-(4-fluorophenyl)indazol-5-yl]-5-oxo-pyrrolidin-3-yl]-2,2-difluoro-propanamide